Cyclopentadienyl-methyl-phenyl-silane titanium (II) [Ti+2].C1(C=CC=C1)[SiH](C1=CC=CC=C1)C